5-(2,5,6-tris(4-(9H-carbazol-9-yl)phenyl)-4-(2-(4,6-diphenyl-1,3,5-triazin-2-yl)phenyl)pyridin-3-yl)-5H-pyrido[3,2-b]indole C1=CC=CC=2C3=CC=CC=C3N(C12)C1=CC=C(C=C1)C1=NC(=C(C(=C1N1C2=C(C=3C=CC=CC13)N=CC=C2)C2=C(C=CC=C2)C2=NC(=NC(=N2)C2=CC=CC=C2)C2=CC=CC=C2)C2=CC=C(C=C2)N2C1=CC=CC=C1C=1C=CC=CC21)C2=CC=C(C=C2)N2C1=CC=CC=C1C=1C=CC=CC21